cyclohexyl tetrafluoro-ethyl ether FC(C(F)(F)F)OC1CCCCC1